C1OC2=C(O1)C=C(C=C2)CC=O Homopiperonal